(aminomethyl)piperidine-1-carboxylic acid benzyl ester hydrochloride Cl.C(C1=CC=CC=C1)OC(=O)N1C(CCCC1)CN